2-(4-chloro-2-methyl-4-oxobutan-2-yl)-3,5-dimethylbenzene acetate C(C)(=O)O.ClC(CC(C)(C)C1=CC=C(C=C1C)C)=O